1-[4-[tert-Butyl(dimethyl)silyl]oxy-5-(hydroxymethyl)tetrahydrofuran-2-yl]-5-fluoro-pyrimidine-2,4-dione [Si](C)(C)(C(C)(C)C)OC1CC(OC1CO)N1C(NC(C(=C1)F)=O)=O